COC1=CC=C(CN2N=CC3=C2C(N(C=C3C3=CC(=C(C=C3)CN3CCNCC3)OC(F)(F)F)C)=O)C=C1 1-(4-methoxybenzyl)-6-methyl-4-(4-(piperazin-1-ylmethyl)-3-(trifluoromethoxy)phenyl)-1,6-dihydro-7H-pyrazolo[3,4-c]pyridin-7-one